C(C)(C)(C)OC([C@@H](COC=1C=NC(=CC1)Br)O)=O (R)-3-((6-bromopyridin-3-yl)oxy)-2-hydroxypropionic acid tert-butyl ester